OC1(CCN(CC1)C(C[C@@H](C)C1=CC=CC=C1)=O)CN1C=NC=2C(C1=O)=NN(C2C2=CC=CC=C2)C (R)-6-((4-Hydroxy-1-(3-phenylbutanoyl)piperidin-4-yl)methyl)-2-methyl-3-phenyl-2H-pyrazolo[4,3-d]pyrimidin-7(6H)-one